1,4-diamino-cyclohex-1-ene NC1=CCC(CC1)N